(R)-N-((S)-2-(dimethylamino)-3-(4-methyl-1H-indazol-5-yl)propyl)-3-(pyridin-3-yl)-3-(1-(trifluoromethyl)cyclopropyl)propanamide CN([C@H](CNC(C[C@@H](C1(CC1)C(F)(F)F)C=1C=NC=CC1)=O)CC=1C(=C2C=NNC2=CC1)C)C